P(=O)(O)(O)O.C(CCCCCCCCCCCCCCCCC)OCCCCCCCCCCCCCCCCCC stearyl ether phosphate salt